(1-(1-(2,4-bis(trifluoromethyl)phenyl)ethyl)-1H-pyrazol-4-yl)-1-(pyridin-2-yl)-1H-1,2,3-triazole-4-carboxamide FC(C1=C(C=CC(=C1)C(F)(F)F)C(C)N1N=CC(=C1)C1=C(N=NN1C1=NC=CC=C1)C(=O)N)(F)F